tributyl(methyl)ammonium C(CCC)[N+](C)(CCCC)CCCC